N1N=NC=C1.[S] Sulfur Triazole